ClC1=NC(=CC(=C1C#N)CF)Cl 2,6-dichloro-4-(fluoromethyl)pyridine-3-carbonitrile